C1(CC1)C1=C(C(=NO1)C1=C(C=CC=C1)OC(F)(F)F)CO[C@H]1C[C@H](N(CC1)C(=O)OC(C)(C)C)C (2R,4R)-tert-butyl 4-((5-cyclopropyl-3-(2-(trifluoromethoxy)phenyl)isoxazol-4-yl)methoxy)-2-methylpiperidine-1-carboxylate